(S)-6-(4-(2-hydroxy-1-phenylethylamino)-5-(5-methyl-1,3,4-oxadiazol-2-yl)pyrimidin-2-ylamino)-2,2-dimethylbenzofuran-3(2H)-one OC[C@H](C1=CC=CC=C1)NC1=NC(=NC=C1C=1OC(=NN1)C)NC1=CC2=C(C(C(O2)(C)C)=O)C=C1